Cl.ClC1=C(C2=C(CN[C@H]2C2=C(C(=CC=C2)F)C=2C(=NN(C2)CC)C(F)(F)F)S1)C (S)-2-chloro-4-(2-(1-ethyl-3-(trifluoromethyl)-1H-pyrazol-4-yl)-3-fluorophenyl)-3-methyl-5,6-dihydro-4H-thieno[2,3-c]pyrrole hydrochloride